(1-(2-chlorophenyl)-1H-pyrazol-4-yl)boronic acid ClC1=C(C=CC=C1)N1N=CC(=C1)B(O)O